C(C)(=O)N1CC=2N(CC1)C=NC2C=2C=CC=C1C=CN=CC21 8-(7-Acetyl-5,6,7,8-tetrahydroimidazo[1,5-a]pyrazin-1-yl)isoquinolin